S1C=C(C=C1)C1=NNC2=CC=C(C=C12)C=1C=C(C=CC1)NC(C=C)=O N-{3-[3-(thiophen-3-yl)-1H-indazol-5-yl]phenyl}prop-2-enamide